COC=1C=C(C=CC1)NC(C=C)=O N-(m-methoxyphenyl)acrylamide